4-Cyano-N-[2-(1-cyclohexen-1-yl)-4-[1-[(dimethylamino)acetyl]-4-piperidinyl]phenyl]-1H-imidazole-2-carboxamide C(#N)C=1N=C(NC1)C(=O)NC1=C(C=C(C=C1)C1CCN(CC1)C(CN(C)C)=O)C1=CCCCC1